n-butylammonium perchlorate Cl(=O)(=O)(=O)[O-].C(CCC)[NH3+]